6-[4-(2,2-difluoro-3-hydroxypropoxy)-2-fluoro-3-methylphenyl]-5-methyl-4,5-dihydro-2H-pyridazin-3-one FC(COC1=C(C(=C(C=C1)C=1C(CC(NN1)=O)C)F)C)(CO)F